C1(CC1)[C@H](CNC(=O)C1=NN(C(N1)=O)C)CC1=C(C=C(C=C1)F)C (R)-N-(2-cyclopropyl-3-(4-fluoro-2-methylphenyl)propyl)-1-methyl-5-oxo-4,5-dihydro-1H-1,2,4-triazole-3-carboxamide